BrC=1C=C2C=CC(=CC2=CC1)CN1C=CC2=C(C=CC(=C12)C(=O)NC1CC2(CCC2)C1)F 6-(1-((6-Bromonaphthalin-2-yl)methyl)-4-fluoro-1H-indol-7-carboxamido)spiro[3.3]heptan